hex-1-yn-3-ol C#CC(CCC)O